5-bromo-N2-(1-ethyl-3-methyl-indazol-5-yl)-N4-(2-methylsulfonylphenyl)pyrimidine-2,4-diamine BrC=1C(=NC(=NC1)NC=1C=C2C(=NN(C2=CC1)CC)C)NC1=C(C=CC=C1)S(=O)(=O)C